2-chloro-6-methoxypyridine ClC1=NC(=CC=C1)OC